OC[C@H](C1=CC=CC=C1)NC1=NC(=NC=C1C1=NC=NO1)NC1=CC=C2C(N(N(C2=C1)C(C)C)C)=O (S)-6-((4-((2-hydroxy-1-phenylethyl)amino)-5-(1,2,4-oxadiazol-5-yl)pyrimidin-2-yl)amino)-1-isopropyl-2-methyl-1,2-dihydro-3H-indazol-3-one